CC(C(=O)NC1=C(C=CC=C1)C)(C)C 2,2,2'-trimethylpropionanilide